C(C)(C)(C)OC(NC(COC1=CC(=C(C=C1)C)C(NC1(CC1)C1=CC=CC2=CC=CC=C12)=O)C)=O tert-Butyl(1-(4-methyl-3-((1-(naphthalene-1-yl)cyclopropyl)carbamoyl)phenoxy) propan-2-yl)carbamate